COCOC=1C(=NC=C(C1C)C#C[Si](C)(C)C)C(=O)NCC(=O)OCC ethyl (3-(methoxymethoxy)-4-methyl-5-((trimethylsilyl)ethynyl)picolinoyl)glycinate